COC(C1=CC(=NC=C1)C1=CC=C(C=C1)C(=O)OC)=O 2-(4-(methoxycarbonyl)phenyl)isonicotinic acid methyl ester